2,5-dichloro(bromo)-3,4-hexanedione ClC(CBr)C(C(C(C)Cl)=O)=O